C1N[C@@H](CC12CCCCC2)C(=O)OC methyl (S)-2-azaspiro[4.5]decane-3-carboxylate